1-(2-amino-3-methylpyridin-4-yl)-2-bromoethanone NC1=NC=CC(=C1C)C(CBr)=O